Lactic acid propyl ester C(CC)OC(C(O)C)=O